N[C@]1(CN(CCC1)C=1C(=CC(=NC1)C1CC1)CN1C=NC=2C(=NC=CC21)N)C2=NN(C=C2)CC (R)-1-((5-(3-amino-3-(1-ethyl-1H-pyrazol-3-yl)piperidin-1-yl)-2-cyclopropylpyridin-4-yl)methyl)-1H-imidazo[4,5-c]pyridin-4-amine